C(CCCCCCC\C=C/C\C=C/CCCCC)(=O)OCC(O)CO glyceryl anti-linoleate